The molecule is an azaphilone that is 9,9a-dihydro-2H-furo[3,2-g]isochromen-2-one substituted by an acetyl group at position 3, an oxo group at position 9, a 3,5-dimethylhepta-1,3-dien-1-yl group at position 6 and a methyl group at position 9a. It has been isolated from Chaetomium cupreum and exhibits antifungal activity. It has a role as an antifungal agent and a Chaetomium metabolite. It is a gamma-lactone, an azaphilone, a methyl ketone, an organic heterotricyclic compound and an enone. CC[C@H](C)/C=C(\\C)/C=C/C1=CC2=CC3=C(C(=O)O[C@]3(C(=O)C2=CO1)C)C(=O)C